3-((4-fluorophenyl)amino)-7,8,9,10-tetrahydro-6H-benzo[c]chromen-6-one FC1=CC=C(C=C1)NC1=CC=C2C3=C(C(OC2=C1)=O)CCCC3